(8-fluoro-4-(2-fluoropropan-2-yl)-2-methylquinolin-6-yl)boronic acid FC=1C=C(C=C2C(=CC(=NC12)C)C(C)(C)F)B(O)O